ClC1=CC=C(N=N1)C(C#N)C1=C(C=C(C=C1F)F)F 2-(6-Chloropyridazin-3-yl)-2-(2,4,6-trifluorophenyl)acetonitrile